OC(C)(C)C1=CN=C(S1)NC1=NC(=C2C=CC=NC2=C1)NC1CC2CCC(C1)N2CCC#N 3-((3-exo)-3-((7-((5-(2-hydroxypropan-2-yl)thiazol-2-yl)amino)-1,6-naphthyridin-5-yl)amino)-8-azabicyclo[3.2.1]oct-8-yl)propionitrile